FC(C(C1=CC(=CC=C1)C(F)(F)F)NC(=O)NC1CC2(CC2)C1)F 1-[2,2-Difluoro-1-(3-trifluoromethyl-phenyl)-ethyl]-3-spiro[2.3]hex-5-yl-urea